1-methyl-7-(3-(trifluoromethyl)-1H-pyrazol-4-yl)-8,9,10,11-tetrahydro-3H-pyrazolo[4,3-a]phenanthridine-9-carbonitrile CC1=NNC=2C1=C1C=3CCC(CC3C(=NC1=CC2)C=2C(=NNC2)C(F)(F)F)C#N